BrC=1C=NC=C(C1)C(=O)N1CCC(CC1)=C(C1=CC=CC=C1)C1=CC=CC=C1 3-bromo-5-[4-(diphenylmethylidene)piperidine-1-carbonyl]pyridine